3-fluorobenzylboronic acid pinacol ester FC=1C=C(CB2OC(C)(C)C(C)(C)O2)C=CC1